Cl.O1CCOCC1 dioxane HCl